4-(2-{[(2R,7aS)-2-fluoro-hexahydro-1H-pyrrolizin-7a-yl]methoxy}-8-fluoro-4-{3-oxa-6-azabicyclo[3.1.1]heptan-6-yl}quinazolin-7-yl)-5-ethynyl-6-fluoronaphthalen-2-ol F[C@@H]1C[C@@]2(CCCN2C1)COC1=NC2=C(C(=CC=C2C(=N1)N1C2COCC1C2)C2=CC(=CC1=CC=C(C(=C21)C#C)F)O)F